(S)-1-(7,8-dichloro-4-(1H-imidazol-1-yl)quinolin-2-yl)pyrrolidine-2-carboxamide ClC1=CC=C2C(=CC(=NC2=C1Cl)N1[C@@H](CCC1)C(=O)N)N1C=NC=C1